butanoic acid octyl ester C(CCCCCCC)OC(CCC)=O